COC(=O)C1=CC=C(C=C1)C1=NC(=CC2=C1NC1=CC=CC=C21)C(=O)O 1-(4-methoxycarbonylphenyl)-9H-pyrido[3,4-b]indole-3-carboxylic acid